(6-chloro-2-methylpyridin-3-yl)-1-methyl-1H-imidazol-2-ol ClC1=CC=C(C(=N1)C)C=1N=C(N(C1)C)O